tert-butyl (5-chloro-6-(4-(methoxymethyl)-2H-1,2,3-triazol-2-yl)pyridin-3-yl)carbamate ClC=1C=C(C=NC1N1N=CC(=N1)COC)NC(OC(C)(C)C)=O